(R)-(3-Aminopiperidin-1-yl)(2-(1-(2-hydroxyethyl)-1H-indol-2-yl)-7-methoxy-1-methyl-1H-benzo[d]imidazol-5-yl)methanone, hydrochloride salt Cl.N[C@H]1CN(CCC1)C(=O)C1=CC2=C(N(C(=N2)C=2N(C3=CC=CC=C3C2)CCO)C)C(=C1)OC